(trimethoxysilylpropyl)-(trimethoxysilyloctyl)amine CO[Si](OC)(OC)CCCNCCCCCCCC[Si](OC)(OC)OC